1,3-propylenedi[3,5-di-tert-butyl-4-hydroxy-phenylacrylamide] C(CCC(C(=O)N)=CC1=CC(=C(C(=C1)C(C)(C)C)O)C(C)(C)C)C(C(=O)N)=CC1=CC(=C(C(=C1)C(C)(C)C)O)C(C)(C)C